FC12CC(C1)(C2)CNC2C(CCCC2)OC=2C=C1CN(C(C1=CC2)=O)C2C(NC(CC2)=O)=O 3-(5-((2-(((3-fluorobicyclo[1.1.1]pentan-1-yl)methyl)amino)cyclohexyl)oxy)-1-oxoisoindolin-2-yl)piperidine-2,6-dione